4,6-dichloro-N-{3-[(1S)-1-(3-fluorophenyl)ethyl]-4-oxo-3,4-dihydroquinazolin-5-yl}-5-hydroxypyridine-2-carboxamide ClC1=CC(=NC(=C1O)Cl)C(=O)NC1=C2C(N(C=NC2=CC=C1)[C@@H](C)C1=CC(=CC=C1)F)=O